7-bromo-4-methoxy[1,2,5]thiadiazolo[3,4-c]pyridine BrC=1C=2C(C(=NC1)OC)=NSN2